ClC=1C=NC(=C(C(=O)NC2CCC(CC2)CN2C(N(C3=C2C=CC=C3)C3=CC(=CC=C3)C=3C=NN(C3)C)=O)C1)C 5-chloro-2-methyl-N-((1r,4r)-4-((3-(3-(1-methyl-1H-pyrazol-4-yl)phenyl)-2-oxo-2,3-dihydro-1H-benzo[d]imidazol-1-yl)methyl)cyclohexyl)nicotinamide